ClC1=NC2=CC(=C(C(=C2C(=C1Br)Cl)Br)Cl)Br 2,4,6-trichloro-3,5,7-tribromoquinoline